(2S,3R,5R)-3-((E)-(2-(6-(2-chloro-3,4-dihydroxybenzamido)hexanoyl)hydrazono)methyl)-3-methyl-7-oxo-4-thia-1-azabicyclo[3.2.0]heptane-2-carboxylic acid 4,4-dioxide ClC1=C(C(=O)NCCCCCC(=O)N\N=C\[C@]2([C@@H](N3C(C[C@H]3S2(=O)=O)=O)C(=O)O)C)C=CC(=C1O)O